COC(CN1N=C(C=C1CBr)Br)=O 2-[3-bromo-5-(bromomethyl)pyrazol-1-yl]Acetic acid methyl ester